octadecenamine carbon [C].C(=CCCCCCCCCCCCCCCCC)N